bis(2-{bis[3-methoxybenzyl]aminocarbonyloxy} ethyl)2,6-pyridinedicarboxylate COC=1C=C(CN(C(=O)OCCOC(=O)C2=NC(=CC=C2)C(=O)OCCOC(=O)N(CC2=CC(=CC=C2)OC)CC2=CC(=CC=C2)OC)CC2=CC(=CC=C2)OC)C=CC1